3-(tert-butyl)-1-(4-chlorophenyl)-1H-pyrazole-5-amine C(C)(C)(C)C1=NN(C(=C1)N)C1=CC=C(C=C1)Cl